4-(2-methoxyphenyl)-6-methyl-N-(5-(pyrimidine-5-carbonyl)-5,6-dihydro-4H-pyrrolo[3,4-d]thiazol-2-yl)nicotinamide COC1=C(C=CC=C1)C1=CC(=NC=C1C(=O)NC=1SC2=C(N1)CN(C2)C(=O)C=2C=NC=NC2)C